(5S,7R,8R)-N-benzyl-7-((S)-3-fluoropyrrolidin-1-yl)-N-methyl-1-oxaspiro[4.5]decane-8-amine C(C1=CC=CC=C1)N([C@H]1[C@@H](C[C@@]2(CCCO2)CC1)N1C[C@H](CC1)F)C